NC1=NC=CC2=C(C=CC=C12)C=1C=C2C(=NN(C2=CC1)CC1CNC1)COC1=C(C=CC=C1)CC(=O)O 2-(2-((5-(1-aminoisoquinolin-5-yl)-1-(azetidin-3-ylmethyl)-1H-indazol-3-yl)methoxy)phenyl)acetic acid